C(C1=CC=CC=C1)N1N=NC(=C1)CC=1C(=C(C=C(C1OC)OC)S(=O)(=O)N)Br ((1-benzyl-1H-1,2,3-triazol-4-yl)methyl)-2-bromo-4,5-dimethoxybenzenesulfonamide